5-Chloro-N4-(4-chloro-3-methoxyphenyl)-N2-[4-(4-methylpiperazin-1-yl)phenyl]pyrimidine-2,4-diamine ClC=1C(=NC(=NC1)NC1=CC=C(C=C1)N1CCN(CC1)C)NC1=CC(=C(C=C1)Cl)OC